ClC=1C=C(CN2C(C3=CC=CC=C3CC2)=O)C=CC1F 2-(3-chloro-4-fluorobenzyl)-1-oxo-1,2,3,4-tetrahydroisoquinoline